3-cyano-N-(6-(3,3-dimethylbutyl)-6-azaspiro[2.5]oct-1-yl)benzamide platinum-gold-silver-nickel [Ni].[Ag].[Au].[Pt].C(#N)C=1C=C(C(=O)NC2CC23CCN(CC3)CCC(C)(C)C)C=CC1